3-(3-(benzyloxy)propyl)-7-formyl-3-methyl-2,3-dihydrobenzofuran-6-carboxylic acid C(C1=CC=CC=C1)OCCCC1(COC2=C1C=CC(=C2C=O)C(=O)O)C